FC=1C=CN2C1C(NC1=CC(=CC=C21)CN2CCC(=CC2)C=2C=NC(=CC2)C(=O)NC)=O 1'-((3-fluoro-4-oxo-4,5-dihydropyrrolo[1,2-a]quinoxalin-7-yl)methyl)-N-methyl-1',2',3',6'-tetrahydro-[3,4'-bipyridine]-6-carboxamide